1-chloromethyl-4-methoxybenzene ClCC1=CC=C(C=C1)OC